(5-(difluoromethoxy)-4-(((3R,6S)-6-(hydroxymethyl)tetrahydro-2H-pyran-3-yl)amino)-1H-pyrrolo[2,3-b]pyridin-3-yl)(2-fluoro-4-(2-fluorophenoxy)phenyl)methanone FC(OC=1C(=C2C(=NC1)NC=C2C(=O)C2=C(C=C(C=C2)OC2=C(C=CC=C2)F)F)N[C@H]2CO[C@@H](CC2)CO)F